C12OCC(CC1)(C2)C=2N=C1N(C=C(C(=C1)OC(C)C)C(=O)O)C2 2-(2-oxabicyclo[2.2.1]heptan-4-yl)-7-isopropoxyimidazo[1,2-a]pyridine-6-carboxylic acid